ClC(C(=O)N)(C(Cl)(Cl)Cl)F 2,3,3,3-tetrachloro-2-fluoropropionamide